1,3,5-tris[trans-4-iso-propylcyclohexyl-carbonylamino]benzene C(C)(C)[C@@H]1CC[C@H](CC1)C(=O)NC1=CC(=CC(=C1)NC(=O)[C@@H]1CC[C@H](CC1)C(C)C)NC(=O)[C@@H]1CC[C@H](CC1)C(C)C